OC(C(CC)NC(C)C)C1=C2C=CC(NC2=C(C=C1)OCC1=CC=CC=C1)=O 5-(1-hydroxy-2-isopropylaminobutyl)-8-benzyloxyquinolone